1-(6-hydroxy-2,3-dihydro-4H-benzo[b][1,4]oxazin-4-yl)ethan-1-one OC1=CC2=C(OCCN2C(C)=O)C=C1